C(CCCCCCCCCC)(=O)OCCCCC(CNCCCCN(C)C(=O)OC(C)(C)C)O 6-[4-(N-tert-butoxycarbonyl-N-methylamino)butylamino]-5-hydroxyhexyl undecanoate